C1(=CC=CC=C1)C1N(N=CC1)C(=O)C1CCNCC1 (3-phenyl-3,4-dihydropyrazol-2-yl)-(4-piperidinyl)methanone